bromo (methoxy)methyl ether COCOBr